3-cyclopropyl-N-[4-[2-[[4-(dimethylamino)-cyclohexyl]amino]-8-isopropyl-7-oxo-pteridin-6-yl]-2,6-difluoro-phenyl]-2,2-difluoro-propane-1-sulfonamide C1(CC1)CC(CS(=O)(=O)NC1=C(C=C(C=C1F)C1=NC=2C=NC(=NC2N(C1=O)C(C)C)NC1CCC(CC1)N(C)C)F)(F)F